3-[(1-ethyl-1H-pyrazol-4-yl)methyl]-5'-methyl-6'-[(2R)-2-methylmorpholin-4-yl]-4'-(trifluoromethyl)-2H-[1,2'-bipyridin]-2-one C(C)N1N=CC(=C1)CC=1C(N(C=CC1)C1=NC(=C(C(=C1)C(F)(F)F)C)N1C[C@H](OCC1)C)=O